4-amino-N-(1,1-dimethyl-7-(trifluoromethyl)isochroman-4-yl)-7-fluoro-N-methylimidazo[1,5-a]quinoxaline-8-carboxamide NC=1C=2N(C3=CC(=C(C=C3N1)F)C(=O)N(C)C1COC(C3=CC(=CC=C13)C(F)(F)F)(C)C)C=NC2